Tripropylene glycol triacrylate C(C=C)(=O)O.C(C=C)(=O)O.C(C=C)(=O)O.CC(COC(C)COC(C)CO)O